isopropyl 3-[[4-[4-[3-[5-[[tert-butoxycarbonyl(methyl)amino]methyl]-6-methoxy-2-pyridyl]-2-chloro-phenyl]-3-chloro-2-pyridyl]-2-methoxy-phenyl]methylamino]propanoate C(C)(C)(C)OC(=O)N(C)CC=1C=CC(=NC1OC)C=1C(=C(C=CC1)C1=C(C(=NC=C1)C1=CC(=C(C=C1)CNCCC(=O)OC(C)C)OC)Cl)Cl